FC1=C(C(=CC=C1)F)C1=C(C=CC=N1)F 6-(2,6-Difluorophenyl)-5-Fluoropyridine